ClC=1C=C(C=CC1F)NC(=O)C=1N(C=C2C1OC[C@@H]1[C@H](NS2(=O)=O)CN(C1)C(=O)OCC)C (3aS,10aS)-ethyl 8-((3-chloro-4-fluorophenyl)carbamoyl)-7-methyl-3a,4,10,10a-tetrahydro-1H,7H-dipyrrolo[3,4-b:3',4'-f][1,4,5]oxathiazocine-2(3H)-carboxylate 5,5-dioxide